FC1=CC=C(C=C1)C1C(NCC(C1)C1=C(C=CC=C1)C)=O 3-(4-fluorophenyl)-5-o-tolylpiperidin-2-one